C(=O)O.N[C@H](C)C(=O)N=[S@@](=O)(C)C=1C=C(C=CC1)NC(C1=C(N=CC(=C1C)C(F)(F)F)OC=1C(=NC(=CC1)F)C)=O N-(3-((R)-N-(D-alanyl)-S-methylsulfonimidoyl)phenyl)-2-((6-fluoro-2-methylpyridin-3-yl)oxy)-4-methyl-5-(trifluoromethyl)nicotinamide formate